(2S)-3-[(2'S,7R)-2-chloro-2'-methyl-spiro[4,5-dihydrothieno[2,3-C]pyran-7,4'-piperidin]-1'-yl]-2-hydroxy-propionic acid methyl ester COC([C@H](CN1[C@H](C[C@@]2(CC1)OCCC1=C2SC(=C1)Cl)C)O)=O